11-mercaptoundecanamide SCCCCCCCCCCC(=O)N